FC1=CC=C(C=C1)NCC(CC1=NNC(N1)=S)O 3-[3-(4-Fluorophenylamino)-2-hydroxypropyl]-1H-1,2,4-triazole-5(4H)-thione